3-(4-chlorophenyl)-5-phenyl-4-hydroxy-1H-pyrazole ClC1=CC=C(C=C1)C1=NNC(=C1O)C1=CC=CC=C1